BrC1=CC=2C3=C4C(C=CC=C4C(C2C=C1)=O)=CC=C3 10-bromo-7H-benzo[de]anthracen-7-one